N-(8-(3,3-difluorocyclopentyl)-7H-purin-6-yl)-2-(3-fluoro-5-(1-(4-fluorophenyl)-1H-pyraZol-4-yl)phenyl)acetamide FC1(CC(CC1)C1=NC2=NC=NC(=C2N1)NC(CC1=CC(=CC(=C1)C=1C=NN(C1)C1=CC=C(C=C1)F)F)=O)F